ClC=1C(=C(C=CC1)S)F 3-chloro-2-fluorobenzenethiol